(E)-1-methyl-2-oxoimidazoline-4-carboxylic acid hydrochloride Cl.CN1C(NC(C1)C(=O)O)=O